(3S,5S)-1-[6-Fluoro-5-(5-hydroxy-1H-indol-2-yl)pyridin-2-yl]piperidine-3,5-diol FC1=C(C=CC(=N1)N1C[C@H](C[C@@H](C1)O)O)C=1NC2=CC=C(C=C2C1)O